C1(CC1)C1=CC(=C(C(=O)NC=2C=CC(=CC2)F)C=C1C(F)(F)F)OC1=C(C=C(C=C1)F)C 5-(4-Cyclopropyl-2-(4-fluoro-2-methylphenoxy)-5-(trifluoromethyl)benzamido)-2-fluorobenzene